acryloxyethylmethylcyanamide C(C=C)(=O)OCCN(C#N)C